N[C@@H](CCSC)C(=O)Cl L-methionine chloride